C1(=CC=CC=C1)[B-](C1=CC=CC=C1)(C1=CC=CC=C1)C1=CC=CC=C1.C(CCC)[P+](CCCC)(CCCC)CCCC Tetra-n-butylphosphonium Tetraphenylborate